COC(C[C@@H](CN)O)=O (3S)-4-amino-3-hydroxybutyric acid methyl ester